CN([C@@H]1[C@H](CCCC1)NC1=CC(=C(C=C1)S(=O)(=O)NC=1SC=CN1)F)C 4-(((1S,2S)-2-(dimethylamino)cyclohexyl)amino)-2-fluoro-N-(thiazol-2-yl)benzenesulfonamide